C(CC)C=C(C(=O)O)C 3-propylmethacrylic acid